CNCCCNC 1,3-bis(methyl-amino)propane